N(=C=S)C1=CC(=C(CN2C[C@H](CC2)OC)C=C1)C(F)(F)F (S)-1-(4-isothiocyanato-2-(trifluoromethyl)benzyl)-3-methoxypyrrolidine